hydroxypropylchloride OCCCCl